FC1([C@@H]([C@H]1C(NC=1C(=NC(=CC1)C1=C(C(=NO1)C)CNC1=NC=CC(=N1)C=1OC=CC1)C)=O)C(=O)O)F (1S,3S)-2,2-difluoro-3-((6-(4-(((4-(furan-2-yl)pyrimidin-2-yl)amino)methyl)-3-methylisoxazol-5-yl)-2-methylpyridin-3-yl)carbamoyl)cyclopropane-1-carboxylic acid